2-oxa-6-azaspiro[3.3]heptane hemioxalate salt C(C(=O)O)(=O)O.C1OCC12CNC2.C2OCC21CNC1